CN1N=C(C2=CC(=CC=C12)C1=NOC(=N1)C1CCN(CC1)C(=O)OC(C)(C)C)C tert-butyl 4-(3-(1,3-dimethyl-1H-indazol-5-yl)-1,2,4-oxadiazol-5-yl)piperidine-1-carboxylate